FC(COC(C(=O)Cl)=O)(F)F.O=C(C(=O)OCC(F)(F)F)N1[C@H](C[C@H](CC1)C)C1=CC=CC=C1 |r| 2,2,2-Trifluoroethyl 2-oxo-2-[rac-(2R,4S)-4-methyl-2-phenyl-1-piperidyl]acetate 2,2,2-Trifluoroethyl-2-chloro-2-oxo-acetate